COC(=O)C1=C(C=NN1CC1=CC=CC=C1)[N+](=O)[O-] 1-Benzyl-4-nitro-1H-pyrazole-5-carboxylic acid methyl ester